FC1(CC(CC1)N1C(C(=CC=C1)NC(C1=C(C=C(C=C1)NS(=O)(=O)CCO)N1CC[Si](CC1)(C)C)=O)=O)F N-(1-(3,3-difluorocyclopentyl)-2-oxo-1,2-dihydropyridin-3-yl)-2-(4,4-dimethyl-1,4-azasilinan-1-yl)-4-((2-hydroxyethyl)sulfonamido)benzamide